(3-chloro-4-(1-ethoxyvinyl)pyridin-2-yl)acetamide ClC=1C(=NC=CC1C(=C)OCC)CC(=O)N